[Sb]=[Te] antimony telluride